C(C1=CC=CC=C1)N(CCC(=O)O)C(NC1=CC=C(C=C1)C#N)=O 3-{benzyl[(4-cyanophenyl)carbamoyl]amino}propanoic acid